1-(4-{4-[4-amino-5-(3-methoxy-4-phenoxyphenyl)-7-methyl-7H-pyrrolo[2,3-d]pyrimidin-6-yl]-1H-pyrazol-1-yl}piperidin-1-yl)prop-2-en-1-one NC=1C2=C(N=CN1)N(C(=C2C2=CC(=C(C=C2)OC2=CC=CC=C2)OC)C=2C=NN(C2)C2CCN(CC2)C(C=C)=O)C